NC1=C(C2=C(CN(C23CN(C3)C(=O)OC(C)(C)C)C)S1)C#N tert-butyl 2-amino-3-cyano-5-methyl-spiro[6H-thieno[2,3-c]pyrrole-4,3'-azetidine]-1'-carboxylate